C(C)(=O)O[SiH](C=COCC1CO1)OC(C)=O Diacetyloxy(2,3-epoxypropoxy)ethenylsilan